pyridine-2-diazonium N1=C(C=CC=C1)[N+]#N